7-(4-piperidyloxy)benzo[e][1,3]benzothiazole-2-carbonitrile N1CCC(CC1)OC1=CC=2C=CC3=C(N=C(S3)C#N)C2C=C1